CCC(C=O)C1=CC(=CC=C1)C(C)C beta-methyl-3-(1-methylethyl)phenylpropionaldehyde